6-(3-(tetrahydro-2H-pyran-4-yl)phenylamino)-1H-pyrrolo[3,2-c]pyridine-2-carbonitrile O1CCC(CC1)C=1C=C(C=CC1)NC1=CC2=C(C=N1)C=C(N2)C#N